C(C=CC)C(C(=O)O)S.C[Si](OC(C)CC)(CCC)C di(methyl)n-propyl-(sec-butoxy)silane crotyl-mercaptoacetate